FC(C(=O)O)(F)F.NC=1C=C(C=NC1)C1N(C(C1)C)C(=O)OC(C)(C)C tert-butyl 2-(5-aminopyridin-3-yl)-4-methylazetidine-1-carboxylate trifluoroacetate